C1(=CC(=CC=C1)CN)CN 1,1'-(1,3-phenylene)di(methanamine)